CC1=CC=2C(C3=CC=CC=C3SC2C(=C1)C)=O 2,4-dimethyl-Thioxanthone